tert-butyl-4-(8-(2-chloro-4-phenoxybenzoyl)-3-cyano-1,6-dihydrodipyrrolo[2,3-b:2',3'-d]Pyridin-2-yl)piperidine-1-carboxylic acid C(C)(C)(C)C1N(CCC(C1)C1=C(C=2C(=C3C(=NC2)NC=C3C(C3=C(C=C(C=C3)OC3=CC=CC=C3)Cl)=O)N1)C#N)C(=O)O